NC=1C=2N(C3=CC(=CC=C3N1)C(=O)N(C1CCC3=CC(=CC=C13)C(F)(F)F)CC)C=NC2 4-amino-N-ethyl-N-(5-(trifluoromethyl)-2,3-dihydro-1H-inden-1-yl)imidazo[1,5-a]quinoxaline-8-carboxamide